8-Amino-N-(1-(cyanomethyl)piperidin-3-yl)-3-(2-methyl-5-(methylsulfonyl)phenyl)imidazo[1,2-a]pyrazine-6-carboxamide Trifluoroacetate Salt FC(C(=O)O)(F)F.NC=1C=2N(C=C(N1)C(=O)NC1CN(CCC1)CC#N)C(=CN2)C2=C(C=CC(=C2)S(=O)(=O)C)C